2-(methylamino)heptanedioic acid CNC(C(=O)O)CCCCC(=O)O